C(#N)C1=C(C=CC=C1/C=C/C1=CC(=C(CN2[C@@H](COCC2)C(=O)O)C=C1C)OCCO)C1=CC=CC=C1 (S,E)-4-(4-(2-(2-cyano-[1,1'-biphenyl]-3-yl)vinyl)-2-(2-hydroxyethoxy)-5-Methylbenzyl)morpholine-3-carboxylic acid